CS(=O)(=O)CCC(=O)N1CC2=CC(=CC=C2CC1)OC1=CC=C(C=C1)C(F)(F)F 3-(methylsulfonyl)-1-(7-(4-(trifluoromethyl)phenoxy)-3,4-dihydroisoquinolin-2(1H)-yl)propan-1-one